O[C@@H]1[C@H](CN(CC1)C=1C=C(C=CC1)C=1N=C(SC1)NC(CNC(=O)C1=CN(C=C1)S(=O)(=O)C)=O)C N-[2-[[4-[3-[(3S,4S)-4-hydroxy-3-methyl-1-piperidinyl]phenyl]thiazol-2-yl]amino]-2-oxo-ethyl]-1-methylsulfonyl-pyrrole-3-carboxamide